C(=O)(O)C12CCC(CC1)CC2 4-carboxybicyclo[2.2.2]octan